N-((1r,3r)-3-fluorocyclobutyl)-N-isopropylbenzamide hydrochloride Cl.FC1CC(C1)N(C(C1=CC=CC=C1)=O)C(C)C